N-(2-(3,5-Dimethyl-1H-pyrazol-1-yl)quinolin-8-yl)-3-isopropoxybenzamide CC1=NN(C(=C1)C)C1=NC2=C(C=CC=C2C=C1)NC(C1=CC(=CC=C1)OC(C)C)=O